FC1=CC2=C(N(C(=N2)NC=2OC3=C(N2)C=C(C=C3)CN(CC#C)C)C)C=C1 N-(5-fluoro-1-methyl-1H-1,3-benzodiazol-2-yl)-5-{[methyl(prop-2-yn-1-yl)amino]methyl}-1,3-benzoxazol-2-amine